1,1-dichloro-1,2,2-trifluoroethane ClC(C(F)F)(F)Cl